[Ru](Br)Br.C1(=CC=CC=C1)P(C1=CC=CC=C1)C1=CC=CC=C1 (triphenylphosphine) ruthenium (II) dibromide